dimethyl-dimethoxydisiloxane C[SiH2]O[Si](OC)(OC)C